N-(1-methylpiperidin-3-yl)-5-[3-(prop-2-enamido)phenyl]-1H-indazole-3-carboxamide CN1CC(CCC1)NC(=O)C1=NNC2=CC=C(C=C12)C1=CC(=CC=C1)NC(C=C)=O